N-(2-(2-(3,5-dibromo-4-methoxyphenyl)acetylamino)ethyl)-4-vinylbenzamide BrC=1C=C(C=C(C1OC)Br)CC(=O)NCCNC(C1=CC=C(C=C1)C=C)=O